NC1=NC(=CC(=N1)N1CCC2(C[C@H](NC2)C(=O)O)CC1)O[C@@H](C(F)(F)F)C1=CC=C(C=C1)C1=CC=C2C=NN(C2=C1)C (S)-8-(2-amino-6-((R)-2,2,2-trifluoro-1-(4-(1-methyl-1H-indazol-6-yl)phenyl)ethoxy)pyrimidin-4-yl)-2,8-diazaspiro[4.5]decane-3-carboxylic acid